C(#N)C=1C=NC(=NC1)[C@@H]1[C@H](CC1)C=1NC(C2=C(N1)N(N=C2C#N)[C@@H](C)C=2C=NC(=CC2)C(F)(F)F)=O 6-((1S,2S)-2-(5-cyanopyrimidin-2-yl)cyclobutyl)-4-oxo-1-((S)-1-(6-(trifluoromethyl)pyridin-3-yl)ethyl)-4,5-dihydro-1H-pyrazolo[3,4-d]pyrimidine-3-carbonitrile